1-(3-(2-isopropyl-5-methylphenoxy)propyl)quinoxalin-2(1H)-one C(C)(C)C1=C(OCCCN2C(C=NC3=CC=CC=C23)=O)C=C(C=C1)C